N(C(CC1=CNC=N1)([2H])[2H])([2H])[2H] histamine-d4